3,6-dimethyl-2,4-heptanediol benzoate diphenylphosphonite C1(=CC=CC=C1)P(O)(O)C1=CC=CC=C1.C(C1=CC=CC=C1)(=O)O.CC(C(C)O)C(CC(C)C)O